ClC1=C(C=CC(=C1)Cl)[C@@H](C)N1N=C(C=2C1=NC(=CN2)N2CC(C2)[C@H]2CN(CCC2)CCNS(=O)(=O)C)C(F)(F)F N-(2-((S)-3-(1-(1-((R)-1-(2,4-dichlorophenyl)ethyl)-3-(trifluoromethyl)-1H-pyrazolo[3,4-b]pyrazin-6-yl)azetidin-3-yl)piperidin-1-yl)ethyl)methanesulfonamide